6H-furo[3,2-f][1,3,5,2,4]trioxadisilocin-9-yl diisopropylphosphoramidite C(C)(C)N(P(OC1=COC2=C1O[SiH2]O[SiH2]OC2)[O-])C(C)C